FC(C(F)(F)F)(C1=CC=NC=C1)F 4-(pentafluoroethyl)pyridine